(1-(6-chloro-4-isopropyl-2,7-naphthyridin-1-yl)azetidin-3-yl)methylamine ClC=1C=C2C(=CN=C(C2=CN1)N1CC(C1)CN)C(C)C